C1(CC1)C=1C=C2C=C(N=NC2=CC1N1CC2(CN(C2)C(=O)OC(C)(C)C)C1)C1=C(C=CC=C1)O tert-butyl 6-[6-cyclopropyl-3-(2-hydroxyphenyl)cinnolin-7-yl]-2,6-diazaspiro[3.3]heptane-2-carboxylate